FC1=CC(=NC=C1)C(=O)N1C[C@H](OCC1)C(=O)C=1SC(=CN1)C1=NC=CC=C1F 4-fluoro-pyridin-2-yl(2-(S)-(5-(3-fluoropyridin-2-yl)thiazol-2-carbonyl)-morpholin-4-yl)methanone